6-(2-amino-6-fluoro-5-(4-(4-(2-methoxyethyl)morpholin-3-yl)phenyl)pyridin-3-yl)-3,4-dihydroisoquinolin-1(2H)-one NC1=NC(=C(C=C1C=1C=C2CCNC(C2=CC1)=O)C1=CC=C(C=C1)C1N(CCOC1)CCOC)F